2-Amino-4-(butylamino)-6-(4-(morpholine-4-carbonyl)benzyl)pyridin NC1=NC(=CC(=C1)NCCCC)CC1=CC=C(C=C1)C(=O)N1CCOCC1